3-((5-(((tert-butyldimethylsilyl)oxy)methyl)-2-chloropyrimidin-4-yl)oxy)-10-(methyl-d3)-9,10,11,12-tetrahydro-8H-[1,4]diazepino[5',6':4,5]thieno[3,2-f]quinolin-8-one-10,11,11-d3 [Si](C)(C)(C(C)(C)C)OCC=1C(=NC(=NC1)Cl)OC1=NC=2C=CC3=C(C2C=C1)C1=C(S3)C(NC(C(N1)([2H])[2H])([2H])C([2H])([2H])[2H])=O